(s)-1-(sec-Butyl)-3-(2-chloro-6-fluorophenyl)-7-(4-ethyl-3-(hydroxymethyl)-5-oxo-4,5-dihydro-1H-1,2,4-triazol-1-yl)-6-fluoro-2,3-dihydropyrido[2,3-d]pyrimidin-4(1H)-one [C@H](C)(CC)N1CN(C(C2=C1N=C(C(=C2)F)N2N=C(N(C2=O)CC)CO)=O)C2=C(C=CC=C2F)Cl